methyl 3,5-dimethyl-3-cyclohexen-1-yl-hexylidene-anthranilate CC(CC=NC=1C(C(=O)OC)=CC=CC1)(CC(C)C)C1=CCCCC1